C(C)(C)(C)OC(NC(C(=O)NC1=C(C(=CC=C1)F)N)C1CCCCCCC1)=O N-[2-(2-amino-3-fluoroanilino)-1-cyclooctyl-2-oxoethyl]carbamic acid tert-butyl ester